n-octadecyl methacrylate CCCCCCCCCCCCCCCCCCOC(=O)C(=C)C